3-Amino-4-(7-fluoro-1H-indazol-4-yl)-6-(3-hydroxy-3-methyl-but-1-ynyl)-8-methyl-1H-1,5-naphthyridin-2-one NC=1C(NC2=C(C=C(N=C2C1C1=C2C=NNC2=C(C=C1)F)C#CC(C)(C)O)C)=O